N-octadecyl-2-formyl-3,6-dihydroxypyridin-4-one C(CCCCCCCCCCCCCCCCC)N1C(=C(C(C=C1O)=O)O)C=O